ONC(=O)C1=NC(=CC=C1C=1C(=CC2=C(OCCC3=C2SC=C3)C1)C(NC1=CC=C(C=C1)CN\C=N\O)=O)C(=O)NCCC (E)-N2-hydroxy-3-(9-((4-((N'-hydroxyformimidamido)methyl)phenyl)carbamoyl)-4,5-dihydrobenzo[b]thieno[2,3-d]oxepin-8-yl)-N6-propylpyridine-2,6-dicarboxamide